C(C)(=O)N1CCN(CC1)CCC(=O)NC1=NC=CC(=C1)NC1=CN=NC(=C1)C1=C(C=CC(=C1)Cl)F 3-(4-Acetylpiperazin-1-yl)-N-(4-{[6-(5-Chloro-2-Fluorophenyl)Pyridazin-4-yl]Amino}Pyridin-2-yl)Propanamid